[Br-].C(=O)(O)CC[S+](C)C (2-carboxyethyl)dimethylsulfonium bromide